7-bromo-3-methyl-2-(2-methylallyl)-9-(methylthio)-4H-pyrazino[1,2-a]pyrimidin-4-one BrC=1N=C(C=2N(C(C(=C(N2)CC(=C)C)C)=O)C1)SC